N[C@H]1CN(C[C@@H](C1)F)C(=O)C1=CC2=C(N(C(=N2)C2=CC=3C(=NC(=CC3)C(=O)OC)N2CC2CC2)C)C(=C1)OC methyl 2-{5-[(3R,5R)-3-amino-5-fluoropiperidine-1-carbonyl]-7-methoxy-1-methyl-1H-1,3-benzodiazol-2-yl}-1-(cyclopropylmethyl)-1H-pyrrolo[2,3-b]pyridine-6-carboxylate